C(C)SC1=CC(=CC(=N1)N1C(C2=CC(=CC(=C2C1)C(F)(F)F)CNC1(CCC1)C)=O)C1(CCC1)CC1=NN=CN1C 2-(6-(ethylthio)-4-(1-((4-methyl-4H-1,2,4-triazol-3-yl)methyl)cyclobutyl)pyridin-2-yl)-6-(((1-methylcyclobutyl)amino)methyl)-4-(trifluoromethyl)isoindolin-1-one